O1CC(C1)N1CCC2(CC(C2)NC(C2=CC(=CC=C2)CNC2=NC=C(C3=C2CCO3)C3=CC=NC=C3)=O)CC1 N-(7-(oxetan-3-yl)-7-azaspiro[3.5]nonan-2-yl)-3-(((7-(pyridin-4-yl)-2,3-dihydrofuro[3,2-c]pyridin-4-yl)amino)methyl)benzamide